4-(4-{5-[5-fluoro-6-(2-methoxyethoxy)-1H-indazol-3-yl]-1,2-oxazol-3-yl}benzoyl)-1-methylpiperazin-2-one FC=1C=C2C(=NNC2=CC1OCCOC)C1=CC(=NO1)C1=CC=C(C(=O)N2CC(N(CC2)C)=O)C=C1